(+-)-trans-4-(1-((5-methoxy-7-methyl-1H-indol-4-yl)methyl)-4-(pyridin-2-yl)piperidin-2-yl)benzoic acid COC=1C(=C2C=CNC2=C(C1)C)CN1[C@H](C[C@@H](CC1)C1=NC=CC=C1)C1=CC=C(C(=O)O)C=C1 |r|